ethyl (R)-1-(3-(benzyloxy)-2-bromo-4-methoxybenzyl)-7-((ethoxycarbonyl)oxy)-6-methoxy-3,4-dihydroisoquinoline-2(1H)-carboxylate C(C1=CC=CC=C1)OC=1C(=C(C[C@H]2N(CCC3=CC(=C(C=C23)OC(=O)OCC)OC)C(=O)OCC)C=CC1OC)Br